CC1=C(OC=2CCC3=CN(N=C3C21)C[C@H]2CN(CCO2)C)C(=O)OCC ethyl 8-methyl-2-{[(2R)-4-methylmorpholin-2-yl]methyl}-4,5-dihydro-2H-furo[2,3-g]indazole-7-carboxylate